N-[5-tert-butyl-4-chloro-6-(o-tolyl)pyrimidin-2-yl]-1-methyl-pyrazole-4-sulfonamide C(C)(C)(C)C=1C(=NC(=NC1C1=C(C=CC=C1)C)NS(=O)(=O)C=1C=NN(C1)C)Cl